BrC1=CC=C(C=C1)C=1N=C(SC1)NC(C1=C(C=C(C=C1)F)NS(=O)(=O)C1=C(C=CC=C1F)F)=O N-(4-(4-bromophenyl)thiazol-2-yl)-2-((2,6-difluorophenyl)sulfonamido)-4-fluorobenzamide